tris(trimethyl-siloxy)silylnorbornene C[Si](O[Si](O[Si](C)(C)C)(O[Si](C)(C)C)C12C=CC(CC1)C2)(C)C